3-(5-(1-cyclobutyl-4-(pyrrolidin-1-ylmethyl)-1H-pyrazolo[3,4-b]pyridin-6-yl)-1-oxoisoindolin-2-yl)piperidine-2,6-dione C1(CCC1)N1N=CC=2C1=NC(=CC2CN2CCCC2)C=2C=C1CN(C(C1=CC2)=O)C2C(NC(CC2)=O)=O